ClC1=NC=C(C=N1)\C=C/OCC 2-chloro-5-[(Z)-2-ethoxyvinyl]pyrimidine